(S)-2-dimethylamino-N-[(3R,5S)-5-methyl-1-(8-trifluoromethyl-quinolin-5-yl)-piperidin-3-yl]-propionamide CN([C@H](C(=O)N[C@H]1CN(C[C@H](C1)C)C1=C2C=CC=NC2=C(C=C1)C(F)(F)F)C)C